C(CCC)C=1C=NC=CC1.OCCCS(=O)(=O)O 3-hydroxypropanesulfonic acid 3-butylpyridine salt